BrC1=CC(=C(C(=C1)C)N1NC2=C(N=C(NC2=O)N2CCCC2)N1)C 2-(4-bromo-2,6-dimethyl-phenyl)-5-pyrrolidin-1-yl-3,6-dihydro-1H-triazolo[4,5-d]pyrimidin-7-one